3-fluoro-2'-(6-fluoro-1-(2-hydroxy-2-methylpropyl)-1H-indazol-5-yl)-[1,1'-biphenyl]-4-carbonitrile dihydrochloride Cl.Cl.FC=1C=C(C=CC1C#N)C1=C(C=CC=C1)C=1C=C2C=NN(C2=CC1F)CC(C)(C)O